ClC=1C=C(C=2N(N1)C(=CN2)C(C)C)NCC2=CC(=CC=C2)C(F)(F)F 6-chloro-3-isopropyl-N-(3-(trifluoromethyl)benzyl)imidazo[1,2-b]pyridazin-8-amine